C(C1=CC=CC=C1)C=1N([C@H]2[C@H](O)[C@H](O)[C@@H](C(O)=O)O2)C=2N=C(NC(C2N1)=O)N 8-benzyloxo-guanosine